[Si](C)(C)(C(C)(C)C)OC=1C(=C(C(=O)OC)C=CC1)O methyl 3-[(tert-butyldimethylsilyl)oxy]-2-hydroxybenzoate